2-[4-[(2S,5R)-2,5-dimethyl-4-[1-(trifluoromethyl)cyclobutanecarbonyl]piperazin-1-yl]spiro[6H-pyrrolo[2,3-d]pyrimidine-5,1'-cyclobutane]-7-yl]pyridine-4-carbonitrile C[C@@H]1N(C[C@H](N(C1)C(=O)C1(CCC1)C(F)(F)F)C)C=1C2=C(N=CN1)N(CC21CCC1)C1=NC=CC(=C1)C#N